[1-[(2,4-dimethoxyphenyl)methyl]-2,6-dioxo-3-piperidinyl]trifluoromethanesulfonate COC1=C(C=CC(=C1)OC)CN1C(C(CCC1=O)OS(=O)(=O)C(F)(F)F)=O